NC1=C(C=C(C=C1)Cl)N1C(C2N(C(C1)=O)C(CC2)C(=O)OCC)=O ethyl 2-(2-amino-5-chlorophenyl)-1,4-dioxooctahydropyrrolo[1,2-a]pyrazine-6-carboxylate